NC1C[C@H]2CC[C@@H](C1)N2C2=NC(=C1C(=N2)NN=C1C1=C(C2=C(N=C(S2)C)C=C1)Cl)C#N 6-((1R,3r,5S)-3-amino-8-azabicyclo[3.2.1]oct-8-yl)-3-(7-chloro-2-methylbenzo[d]thiazole-6-yl)-1H-pyrazolo[3,4-d]pyrimidine-4-carbonitrile